C1(=CC=CC=C1)C(=[Hf](C1C2=CC(=CC=C2C=2C=CC(=CC12)C(C)(C)C)C(C)(C)C)C1C=CC=C1)CCCC=C (Phenyl)(pent-4-en-1-yl)methylene(cyclopentadienyl)(2,7-di-tert-butylfluoren-9-yl)hafnium